BrC(=C(CF)F)F 1-bromo-1,2,3-trifluoropropene